benzyl 6-{bis[2-(bis{2-[(2,3,4,6-tetra-O-acetyl-α-D-mannopyranosyl)oxy]ethyl}amino)-2-oxoethyl]amino}-6-oxohexanoate C(C)(=O)O[C@@H]1[C@H](O[C@@H]([C@H]([C@@H]1OC(C)=O)OC(C)=O)COC(C)=O)OCCN(C(CN(C(CCCCC(=O)OCC1=CC=CC=C1)=O)CC(N(CCO[C@@H]1[C@@H](OC(C)=O)[C@@H](OC(C)=O)[C@H](OC(C)=O)[C@H](O1)COC(C)=O)CCO[C@@H]1[C@@H](OC(C)=O)[C@@H](OC(C)=O)[C@H](OC(C)=O)[C@H](O1)COC(C)=O)=O)=O)CCO[C@@H]1[C@@H](OC(C)=O)[C@@H](OC(C)=O)[C@H](OC(C)=O)[C@H](O1)COC(C)=O